bis-[4-(p-propoxybenzenesulfonyloxy)phenyl]urea C(CC)OC1=CC=C(C=C1)S(=O)(=O)OC1=CC=C(C=C1)NC(NC1=CC=C(C=C1)OS(=O)(=O)C1=CC=C(C=C1)OCCC)=O